NC1=C2C(=NC=N1)N(N=C2I)C(C)C=2OC(C1=CC=CC=C1C2C=2C=C(C=O)C=C(C2)F)=O 3-(3-(1-(4-Amino-3-iodo-1H-pyrazolo[3,4-d]pyrimidin-1-yl)ethyl)-1-oxo-1H-isochromen-4-yl)-5-fluorobenzaldehyde